CC12CC3(CC(CC(C1)(C3)C)C2)NCCCC 4-(3,5-Dimethyl-1-adamantyl)aminobutan